CC(C(=O)OCC=C)(CCC)C allyl 2,2-dimethylvalerate